(3-hydroxyprop-1-yn-1-yl)benzene OCC#CC1=CC=CC=C1